ClC1=CC=C(COC2=NN=C(S2)NC(=O)C2=CN=CN2C2=CC=C(C=C2)OC)C=C1 N-(5-((4-chlorobenzyl)oxy)-1,3,4-thiadiazol-2-yl)-1-(4-methoxyphenyl)-1H-imidazole-5-carboxamide